N(CCC=1C=C(C=C(C1)F)CC(C(=O)O)C1CNCC1)(CCC=1C=C(C=C(C1)F)CC(C(=O)O)C1CNCC1)CCC=1C=C(C=C(C1)F)CC(C(=O)O)C1CNCC1 3,3',3''-((nitrilotris(ethane-2,1-diyl))tris(5-fluorobenzene-3,1-diyl))tris(2-(pyrrolidin-3-yl)propanoic acid)